(R)-3-(benzyloxy)-1-(2-methylbut-3-yn-2-yl)pyrrolidine methyl-5-(5-fluoro-3-hydroxypyridin-2-yl)-1-methylpyrrole-3-carboxylate COC(=O)C1=CN(C(=C1)C1=NC=C(C=C1O)F)C.C(C1=CC=CC=C1)O[C@H]1CN(CC1)C(C)(C#C)C